2-(4-((1R,5S)-3,8-diazabicyclo[3.2.1]octan-3-yl)-6-chloro-8-fluoro-2-(((S)-1-methylpyrrolidin-2-yl)methoxy)quinazolin-7-yl)-3-fluorophenol [C@H]12CN(C[C@H](CC1)N2)C2=NC(=NC1=C(C(=C(C=C21)Cl)C2=C(C=CC=C2F)O)F)OC[C@H]2N(CCC2)C